(E)-1-(2,4-Dihydroxyphenyl)-3-[4-methoxy-3-(pyridin-2-ylsulfanylmethyl)phenyl]prop-2-en-1-one OC1=C(C=CC(=C1)O)C(\C=C\C1=CC(=C(C=C1)OC)CSC1=NC=CC=C1)=O